2,4,6-trimethylformylphenyl-phosphonic acid ethyl ester C(C)OP(O)(=O)C1=C(C=C(C=C1C(=O)C)C(=O)C)C(=O)C